tin cobalt selenide [Co]=[Se].[Sn]